3-Cyclopropyl-5-(4,4-difluorocyclohexylmethyl)-4-oxo-4,5,6,7-tetrahydropyrazolo[1,5-a]pyrazine-2-carboxylic acid (5-ethyl-[1,3,4]thiadiazol-2-yl) amide C(C)C1=NN=C(S1)NC(=O)C1=NN2C(C(N(CC2)CC2CCC(CC2)(F)F)=O)=C1C1CC1